2-((2S)-4-(2-((1-(tert-butyl)azetidin-2-yl)methoxy)-7-(8-chloronaphthalen-1-yl)-5,6,7,8-tetrahydropyrido[3,4-d]pyrimidin-4-yl)-1-(2-fluoroacryloyl)piperazin-2-yl)acetonitrile C(C)(C)(C)N1C(CC1)COC=1N=C(C2=C(N1)CN(CC2)C2=CC=CC1=CC=CC(=C21)Cl)N2C[C@@H](N(CC2)C(C(=C)F)=O)CC#N